6-(3-Chloro-6-(difluoromethyl)-2-fluorophenyl)-N-(1-(1-(5-fluoro-2-methyl-6-((1R,5S)-2-oxo-3-azabicyclo[3.1.0]hexan-3-yl)pyridin-3-yl)ethyl)-pyrazol-4-yl)pyrazine-2-carboxamide ClC=1C(=C(C(=CC1)C(F)F)C1=CN=CC(=N1)C(=O)NC=1C=NN(C1)C(C)C=1C(=NC(=C(C1)F)N1C([C@@H]2C[C@@H]2C1)=O)C)F